C(C)(C)C1=C(C=CC=C1)[C@H]1N(CCN(C1)CC=1C=C(C2=C(C(CO2)(C)C)C1)OC)C1CC2(C1)CCNCC2 (R)-2-(2-(2-isopropylphenyl)-4-((7-methoxy-3,3-dimethyl-2,3-dihydrobenzofuran-5-yl)methyl)piperazin-1-yl)-7-azaspiro[3.5]nonane